COC=1C=C(C=CC1OC)C(NC(CCCC)=O)C1=CC(=C2C=CC=NC2=C1O)[N+](=O)[O-] N-[(3,4-dimethoxyphenyl)(8-hydroxy-5-nitroquinolin-7-yl)methyl]pentanamide